(4-chloro-phenyl)-(4-dodecyl-sulfanylphenyl)-methanone ClC1=CC=C(C=C1)C(=O)C1=C(C=C(C=C1)CCCCCCCCCCCC)S